C(C)(C)(C)OC(=O)N1CC(C1)[C@@H]1CN(CCC1)C1CC(C1)(C(=O)O)C (1R,3r)-3-((R)-3-(1-(tert-butyloxycarbonyl)azetidin-3-yl)piperidin-1-yl)-1-methylcyclobutane-1-carboxylic acid